2-(trifluoromethyl)-4-[2-(trifluoromethyl)pyrimidin-5-yl]quinazolin-5-ol FC(C1=NC=2C=CC=C(C2C(=N1)C=1C=NC(=NC1)C(F)(F)F)O)(F)F